tert-butyl-((3-((4-(4-fluorophenyl) quinolin-6-yl) amino)-3-oxopropyl) amino)-2-methylpropionate C(C)(C)(C)CC(C(=O)[O-])(C)NCCC(=O)NC=1C=C2C(=CC=NC2=CC1)C1=CC=C(C=C1)F